ClC=1C(=C2C=C(NC2=C(C1)F)C(=O)N[C@H](C(=O)N[C@@H](C[C@H]1C(NC(C1)(C)C)=O)C#N)CC1CC1)OC 5-chloro-N-((S)-1-(((S)-1-cyano-2-((R)-5,5-dimethyl-2-oxopyrrolidin-3-yl)ethyl)amino)-3-cyclopropyl-1-oxopropan-2-yl)-7-fluoro-4-methoxy-1H-indole-2-carboxamide